OC1=C(C(/C=C/C2=CC=CC=C2)=O)C=C(C=C1)O 2',5'-dihydroxychalcone